2-(5-(((1R,2S,3S,5S)-2-fluoro-1,5-dimethyl-8-azabicyclo[3.2.1]octan-3-yl)(methyl)amino)pyrazin-2-yl)-5-(1H-pyrazol-4-yl)phenol F[C@@H]1[C@]2(CC[C@@](C[C@@H]1N(C=1N=CC(=NC1)C1=C(C=C(C=C1)C=1C=NNC1)O)C)(N2)C)C